gallic acid, ethyl ester C(C1=CC(O)=C(O)C(O)=C1)(=O)OCC